CN1C(C(C2=CC(=CC=C12)[N+](=O)[O-])=O)=O 1-methyl-5-nitro-indoline-2,3-dione